C(CCCCC)C(C(=O)OCCCCCCN(CCCCCCOC(C(CCCCCCCC)CCCCCC)=O)CCN1CCC(CC1)O)CCCCCCCC ((2-(4-hydroxypiperidin-1-yl)ethyl)azanediyl)bis(hexane-6,1-diyl) bis(2-hexyldecanoate)